1-(2-furyl)-2-hydroxyethanone O1C(=CC=C1)C(CO)=O